2-(2,6-dimethylpyridin-4-yl)-3-isopropyl-5-(piperidin-4-ylmethoxy)-1H-indole CC1=NC(=CC(=C1)C=1NC2=CC=C(C=C2C1C(C)C)OCC1CCNCC1)C